2-(8-ethyl-7-fluoro-3-((tetrahydro-2H-pyran-2-yl)oxy)naphthalen-1-yl)-4,4,5,5-tetramethyl-1,3,2-dioxaborolane C(C)C=1C(=CC=C2C=C(C=C(C12)B1OC(C(O1)(C)C)(C)C)OC1OCCCC1)F